6-((5-methoxypyridin-3-yl)methyl)-4,5,6,7-tetrahydrothieno[2,3-c]pyridine-3-carboxylate COC=1C=C(C=NC1)CN1CC2=C(CC1)C(=CS2)C(=O)[O-]